1-methylimidazole-4-carbaldehyde CN1C=NC(=C1)C=O